D-2-aminoadipic acid N[C@@H](C(=O)O)CCCC(=O)O